acryloylaminopentylcarboxylic acid C(C=C)(=O)NCCCCCC(=O)O